BrCC(=O)C=1C=CC(N(C1)C)=O 5-(2-bromoacetyl)-1-methyl-pyridin-2-one